ClC=1C(=NC(=NC1)NC1CCOCC1)C=1C=C2C(N([C@@H](C2=CC1)OC)CC(=O)N[C@H](CO)C1=CC(=CC=C1)OC)=O 2-[(1R)-5-{5-chloro-2-[(oxan-4-yl)amino]pyrimidin-4-yl}-1-methoxy-3-oxo-2,3-dihydro-1H-isoindol-2-yl]-N-[(1S)-2-hydroxy-1-(3-methoxyphenyl)ethyl]acetamide